NCC1=CNC(C2=CC=C(C=C12)C=1C=NN(C1C1=C(C#N)C(=CC(=C1F)Cl)N1CC(C1)C)C)=O (2S)-2-(4-(4-(aminomethyl)-1-oxo-1,2-dihydroisoquinolin-6-yl)-1-methyl-1H-pyrazol-5-yl)-4-chloro-3-fluoro-6-(3-methylazetidin-1-yl)benzonitrile